2-oxo-N-(phenyl(2',3',4,5'-tetrahydro-[1,1'-biphenyl]-4-yl)methyl)-6-(trifluoromethyl)-1,2-dihydropyridine-3-carboxamide O=C1NC(=CC=C1C(=O)NC(C1CC=C(C=C1)C=1CCCCC1)C1=CC=CC=C1)C(F)(F)F